C(C1=CC=CC=C1)SC1=CC(=C(NC2=NC=C(C(=N2)C2CCC(CC2)=O)C(F)(F)F)C=C1)C 4-[2-(4-Benzylsulfanyl-2-methyl-anilino)-5-(trifluoromethyl)pyrimidin-4-yl]cyclohexanone